(6S)-8-(3-pyrimidin-4-yl-1H-pyrrolo[2,3-b]pyridin-4-yl)-1,8-diazaspiro[5.5]undecane N1=CN=C(C=C1)C1=CNC2=NC=CC(=C21)N2C[C@]1(CCCCN1)CCC2